5-{4-chloro-6-[4-(dimethylamino)piperidin-1-yl]-1,8-naphthyridin-2-yl}-2,7-dimethylindazol-6-ol ClC1=CC(=NC2=NC=C(C=C12)N1CCC(CC1)N(C)C)C1=CC2=CN(N=C2C(=C1O)C)C